N-(methylsulfonyl)cyclobutane-1-carboxamide CS(=O)(=O)NC(=O)C1CCC1